BrC1=CC(=C(C(=C1)[N+](=O)[O-])N(C(OC(C)(C)C)=O)C1=C(C(=NN1C)C)C1=C(C=C(C=C1)F)Cl)F 1,1-Dimethylethyl N-(4-bromo-2-fluoro-6-nitrophenyl)-N-[4-(2-chloro-4-fluorophenyl)-1,3-dimethyl-1H-pyrazol-5-yl]carbamate